(R)-1-(3-(2-(4-(11-((4-((1-(3-Bromophenyl)ethyl)amino)-6-methoxy-2-methyl-quinazolin-7-yl)oxy)undecyl)piperazin-1-yl)-2-oxoethoxy)phenyl)dihydropyrimidine-2,4(1H,3H)-dione BrC=1C=C(C=CC1)[C@@H](C)NC1=NC(=NC2=CC(=C(C=C12)OC)OCCCCCCCCCCCN1CCN(CC1)C(COC=1C=C(C=CC1)N1C(NC(CC1)=O)=O)=O)C